BrC1=CC=C(CBr)C=C1 4-bromobenzylbromide